C(C(O)CC(=O)O)(=O)O.CS(=O)(=O)N1CCC(CC1)C1=CC=C(C=C1)C1=CC=2C(=NC=CN2)C(=N1)NC[C@@H]1CNCCO1 (S)-7-(4-(1-(methylsulfonyl)-piperidin-4-yl)phenyl)-N-(morpholin-2-ylmethyl)pyrido[3,4-b]pyrazin-5-amine malate salt